N'-(4-(4-chloro-3-trifluoromethyl-phenoxy)-2,5-dimethyl-phenyl)-N-ethyl-N-methyl-formamidine ClC1=C(C=C(OC2=CC(=C(C=C2C)N=CN(C)CC)C)C=C1)C(F)(F)F